C1(=CC=CC=C1)C(=NN(CCC)C(=O)OC(C)(C)C)C1=CC=CC=C1 tert-butyl 2-(diphenylmethylene)-1-propylhydrazinoformate